ClC1=C(C=CC=C1)C=1N(C=2NC(NC(C2N1)=O)=O)C1=CC=C(C=C1)Cl 8-(2-chlorophenyl)-9-(4-chlorophenyl)-1H-purine-2,6(3H,9H)-dione